CN(C(C)=O)C=1C(=NC=CC1)NC1=NC(=NS1)C1=NC=C(C=C1)OC1COC1 N-methyl-N-(2-(3-(5-(oxetan-3-yloxy)pyridin-2-yl)-1,2,4-thiadiazol-5-ylamino)pyridin-3-yl)acetamide